OC(C1=CC=CC=C1)(O)O triHydroxyphenylmethane